tert-butyl-(3S)-3-(pyrazol-1-ylmethyl)pyrrolidine C(C)(C)(C)N1C[C@H](CC1)CN1N=CC=C1